Benzyl (S)-3-(4-(((S)-3-(1H-pyrazol-1-yl)piperidin-1-yl)methyl)-5-methylthiophen-2-yl)-3-(1-ethyl-4-methyl-1H-benzo[d][1,2,3]triazol-5-yl)-2,2-dimethylpropanoate N1(N=CC=C1)[C@@H]1CN(CCC1)CC=1C=C(SC1C)[C@H](C(C(=O)OCC1=CC=CC=C1)(C)C)C1=C(C2=C(N(N=N2)CC)C=C1)C